7-(7-azaspiro[3.5]nonan-2-yl)-5,6,7,8-tetrahydro-1,7-naphthyridine-3-carboxylate C1C(CC12CCNCC2)N2CCC=1C=C(C=NC1C2)C(=O)[O-]